1,3-Dichloro-N,N-dimethyl-6,12-dioxo-6,12-dihydroindolo[2,1-b]quinazoline-8-carboxamide ClC1=C2C(N3C(=NC2=CC(=C1)Cl)C(C1=CC(=CC=C13)C(=O)N(C)C)=O)=O